[N+](=O)([O-])C1=CC=C(C=C1)S(=O)(=O)N1C(OCC1(C=C)C1=CC=C(C=C1)C)=O 3-(4-nitro-benzenesulfonyl)-4-(4-methyl-phenyl)-4-vinyl-2-oxazolidinone